(E)-3-(4-methoxyphenyl)-N-(2-pyridyl)-N-tetra-hydrothiophen-3-yl-prop-2-enamide COC1=CC=C(C=C1)/C=C/C(=O)N(C1CSCC1)C1=NC=CC=C1